C(C=C)(=O)N1[C@H](CN(CC1)C1=NC=NC2=CC(=C3C(=C12)OCCC3)C3=C1C=NNC1=CC(=C3)C)CC#N (S)-2-(1-acryloyl-4-(5-(6-methyl-1H-indazol-4-yl)-3,4-dihydro-2H-pyrano[2,3-f]quinazolin-10-yl)piperazin-2-yl)acetonitrile